6-chloro-4-[(3R,4R)-4-(4-chloro-2-hydroxy-anilino)-3-methyl-1-piperidyl]-1-methyl-2-oxo-1,5-naphthyridine-3-carbonitrile ClC=1N=C2C(=C(C(N(C2=CC1)C)=O)C#N)N1C[C@H]([C@@H](CC1)NC1=C(C=C(C=C1)Cl)O)C